NC[C@@H]1C[C@H](C1)N1N=C(C(=C1)C1=CC2=C(C=N1)C=NN2C2CC(C2)O)C2CC2 3-(6-(1-(trans-3-(aminomethyl)cyclobutyl)-3-cyclopropyl-1H-pyrazol-4-yl)-1H-pyrazolo[4,3-c]pyridin-1-yl)cyclobutan-1-ol